1-(1-(thiophen-3-yl)vinyl)-1H-pyrazole S1C=C(C=C1)C(=C)N1N=CC=C1